O.C(C)(=O)[O-].[Mn+2].C(C)(=O)[O-] manganese acetate, monohydrate